1-[(5-methyl-3-pyridyl)methyl]piperidin CC=1C=C(C=NC1)CN1CCCCC1